tert-butyl 7-(2,6-bis(benzyloxy)pyridin-3-yl)-3,4-dihydroisoquinoline-2(1H)-carboxylate C(C1=CC=CC=C1)OC1=NC(=CC=C1C1=CC=C2CCN(CC2=C1)C(=O)OC(C)(C)C)OCC1=CC=CC=C1